(E)-ethyl 4-oxo-4-((5-(o-tolyl)thiazol-2-yl)amino)but-2-enoate O=C(/C=C/C(=O)OCC)NC=1SC(=CN1)C1=C(C=CC=C1)C